CC1=C2C=CC=C(C2=C(C=C1)C)O 5,8-dimethyl-1-naphthol